(R)-3-((2-chloro-5-oxo-5,6,7,8-tetrahydropyrido[4,3-d]pyrimidin-4-yl)oxy)-10-methyl-9,10,11,12-tetrahydro-8H-[1,4]diazepino[5',6':4,5]thieno[3,2-f]quinoxalin-8-one ClC=1N=C(C2=C(N1)CCNC2=O)OC2=NC=1C=CC3=C(C1N=C2)C2=C(S3)C(N[C@@H](CN2)C)=O